2-{4-[(E)-2-{5-[(1R)-1-(3,5-Dichloro-4-pyridinyl)ethoxy]-1H-indazol-3-yl}vinyl]-1H-pyrazol-1-yl}ethanol ClC=1C=NC=C(C1[C@@H](C)OC=1C=C2C(=NNC2=CC1)/C=C/C=1C=NN(C1)CCO)Cl